C(#N)C=1C(=C(C(=O)NC2=CC=C3C=NN(C3=C2)C=2C=NN(C2)C)C=CC1)C(=C)C(F)(F)F 3-Cyano-N-(1-(1-methyl-1H-pyrazol-4-yl)-1H-indazol-6-yl)-2-(3,3,3-trifluoroprop-1-en-2-yl)benzamide